(5S,8S)-8-(4-(dimethylamino)butyl)-1-(9H-fluoren-9-yl)-5-isopropyl-3,6,9,12-tetraoxo-2,15-dioxa-4,7,10,13-tetraazaheptadecane-17-oic acid CN(CCCC[C@H](NC([C@@H](NC(OCC1C2=CC=CC=C2C=2C=CC=CC12)=O)C(C)C)=O)C(NCC(NCOCC(=O)O)=O)=O)C